para-menthenediol C1(C(=CC(CC1)C(C)C)O)(C)O